NC1CCN(CC1)C=1C=C2C(=NN(C(C2=CC1)=O)C1C(NC(CC1)=O)=O)C 3-[6-(4-aminopiperidin-1-yl)-4-methyl-1-oxo-1,2-dihydrophthalazin-2-yl]piperidin-2,6-Dione